dipropoxycalcium C(CC)O[Ca]OCCC